5-(3-bromo-2-pyridyl)-N-(4-cyano-2-fluoro-phenyl)-1H-pyrrole-3-sulfonamide BrC=1C(=NC=CC1)C1=CC(=CN1)S(=O)(=O)NC1=C(C=C(C=C1)C#N)F